C(C)(C)(C)OC(N[C@@H](CO[Si](C)(C)C(C)(C)C)C1=CC=C(C=C1)Br)=O.NC1=NC(=C2NC=NC2=N1)N(C)C 2-amino-6-(N,N-dimethylamino)purine tert-butyl-N-[(1R)-1-(4-bromophenyl)-2-[tert-butyl(dimethyl)silyl]oxy-ethyl]carbamate